tert-butyl (E)-4-(3-amino-1-(3-(2-Cyclopropyl-6-(trifluoromethyl)pyridin-4-yl)-1H-1,2,4-triazol-1-yl)-3-oxoprop-1-ene-2-yl)benzoate NC(/C(=C/N1N=C(N=C1)C1=CC(=NC(=C1)C(F)(F)F)C1CC1)/C1=CC=C(C(=O)OC(C)(C)C)C=C1)=O